C(C)OC1=CC=CC=2N1N=C(C2)[C@@H]2N(CCC1=C2N=CN1)C(=O)C=1OC(=NN1)C(C)(C)F (R)-(4-(7-ethoxypyrazolo[1,5-a]pyridin-2-yl)-6,7-dihydro-1H-imidazo[4,5-c]pyridin-5(4H)-yl)(5-(2-fluoropropan-2-yl)-1,3,4-oxadiazol-2-yl)methanone